ClC=1N=C(N2N=C(N=CC21)NC2C(CN(CC2)S(=O)(=O)C)O)C(C)C(C)C 4-((5-chloro-7-(3-methylbutan-2-yl)imidazo[5,1-f][1,2,4]triazin-2-yl)amino)-1-(methylsulfonyl)piperidin-3-ol